2,4-Diphenyl-6-(2-hydroxy-4-butoxyphenyl)-1,3,5-triazine C1(=CC=CC=C1)C1=NC(=NC(=N1)C1=CC=CC=C1)C1=C(C=C(C=C1)OCCCC)O